N-(3-chloro-4-fluorophenyl)-7-(1-methyl-1H-pyrazol-4-yl)-6-(piperidine-4-yloxy)quinazoline-4-amine hydrogen bromide Br.ClC=1C=C(C=CC1F)NC1=NC=NC2=CC(=C(C=C12)OC1CCNCC1)C=1C=NN(C1)C